FC1=C(C(=CC(=C1)B1OC(C(O1)(C)C)(C)C)F)F 1,2,3-trifluoro-5-(4,4,5,5-tetramethyl-1,3,2-dioxaborolan-2-yl)-benzene